C(#N)C=1C=C(C=CC1)C=1N=C(SC1C1=CC(=NC(=C1)C)C)NC(=O)N1C[C@H](CC1)C(=O)O (3S)-1-[[4-(3-cyanophenyl)-5-(2,6-dimethyl-4-pyridinyl)thiazol-2-yl]carbamoyl]pyrrolidine-3-carboxylic acid